(R)-(3-Aminopiperidin-1-yl)(7-methoxy-2-(1-(3-methoxypropyl)-1H-indol-2-yl)-1-methyl-1H-benzo[d]imidazol-5-yl)methanone N[C@H]1CN(CCC1)C(=O)C1=CC2=C(N(C(=N2)C=2N(C3=CC=CC=C3C2)CCCOC)C)C(=C1)OC